tert-butyl 6-[1-[4-methyl-5-(trifluoromethyl)-2-pyridyl]ethylidene]-2-azaspiro[3.3]heptane-2-carboxylate CC1=CC(=NC=C1C(F)(F)F)C(C)=C1CC2(CN(C2)C(=O)OC(C)(C)C)C1